O=C1CCNCCCCNCC1 1-oxo-4,9-diazacycloundecane